FC(C1(CC1)C(CC(=O)OCC)=O)F ethyl 3-[1-(difluoromethyl) cyclopropyl]-3-oxo-propionate